FC(C(=O)O)(F)F.FC(C(=O)O)(F)F.ClC1=CC(=C2C(=N1)NC=C2)N2CC1=C(N=CN=C1C1=CC3CCC(C1)N3S(=O)(=O)C)C[C@H]2C (R)-6-(6-Chloro-1H-pyrrolo[2,3-b]pyridin-4-yl)-7-methyl-4-(8-(methylsulfonyl)-8-azabicyclo[3.2.1]oct-2-en-3-yl)-5,6,7,8-tetrahydropyrido[4,3-d]pyrimidine bis(2,2,2-trifluoroacetate)